15-butylamino-15-oxopentadecanamidoacetic acid C(CCC)NC(CCCCCCCCCCCCCC(=O)NCC(=O)O)=O